3-[6-(7-methylspiro[2H-benzofuran-3,1'-cyclopropane]-4-yl)oxy-3-pyridyl]-1H-imidazo[4,5-b]pyridin-2-one CC1=CC=C(C2=C1OCC21CC1)OC1=CC=C(C=N1)N1C(NC=2C1=NC=CC2)=O